N-[(2R,3R)-1-[2-[3,5-Bis(trifluoromethyl)-2-pyridyl]acetyl]-2-[2-methyl-3-(trideuteriomethoxy)phenyl]pyrrolidin-3-yl]pyridine-2-carboxamide FC(C=1C(=NC=C(C1)C(F)(F)F)CC(=O)N1[C@@H]([C@@H](CC1)NC(=O)C1=NC=CC=C1)C1=C(C(=CC=C1)OC([2H])([2H])[2H])C)(F)F